C(#N)C=1C=C(C=CC1)C1=CC2=C(OC3(CN(CC3)C#N)C(N2)=O)N=C1 7-(3-cyanophenyl)-2-oxo-1,2-dihydrospiro[pyrido[2,3-b][1,4]oxazine-3,3'-pyrrolidine]-1'-carbonitrile